C1N(CC12CNC2)CC2=C1C3(C=NC(C1=CC(=C2)CN2C(=NC=C2)NC)=O)CCC3 5'-((2,6-diazaspiro[3.3]heptan-2-yl)methyl)-7'-((2-(methylamino)-1H-imidazol-1-yl)methyl)-1'-oxo-1'H-spiro[cyclobutan-1,4'-isoquinoline]